[4-(4-methoxyphenyl)-2,2,6,6-tetramethyl-1,2,5,6-tetrahydropyridin-3-yl]methanol COC1=CC=C(C=C1)C1=C(C(NC(C1)(C)C)(C)C)CO